(pyridine-4-yl)triphenylphosphine triflate OS(=O)(=O)C(F)(F)F.N1=CC=C(C=C1)C1=C(C=CC=C1)P(C1=CC=CC=C1)C1=CC=CC=C1